FC1=CC(=C(C=C1)C1=C(C=NN1C)CN1C=NC=C1)C(C)O 1-((5-(4-fluoro-2-(1-hydroxyethyl)phenyl)-1-methyl-1H-pyrazol-4-yl)methyl)-1H-imidazole